(R)-4-methyl-1,3,2-dioxathiane 2,2-dioxide C[C@H]1OS(OCC1)(=O)=O